C12OCC(C1)(C2)COC2=C(C(=C(C=C2)NC=2C1=C(N=CN2)C=CC(=N1)N1[C@@H]2CN[C@H](C1)C2)F)F N-(4-((2-oxabicyclo[2.1.1]hexan-4-yl)methoxy)-2,3-difluorophenyl)-6-((1S,4S)-2,5-diazabicyclo[2.2.1]heptan-2-yl)pyrido[3,2-d]pyrimidin-4-amine